3'-O-benzyl-thymidine t-butyl-2,2,2-trichloroacetimidate C(C)(C)(C)N=C(C(Cl)(Cl)Cl)OC[C@@H]1[C@H](C[C@@H](O1)N1C(=O)NC(=O)C(C)=C1)OCC1=CC=CC=C1